5-methyl-6-(2-methylpyrimidin-5-yl)-2-phenylpyridin-3-amine CC=1C=C(C(=NC1C=1C=NC(=NC1)C)C1=CC=CC=C1)N